methyl 2-((4-(6-((4-chloro-2-fluorobenzofuran-7-yl)methoxy-d2)pyridin-2-yl)cyclohex-3-en-1-yl)methyl)-1-(((S)-oxetan-2-yl)methyl)-1H-benzo[d]imidazole-6-carboxylate ClC1=CC=C(C2=C1C=C(O2)F)C(OC2=CC=CC(=N2)C2=CCC(CC2)CC2=NC1=C(N2C[C@H]2OCC2)C=C(C=C1)C(=O)OC)([2H])[2H]